(5-Bromo-4-chloro-2-hydroxyphenyl)(phenyl)methanone BrC=1C(=CC(=C(C1)C(=O)C1=CC=CC=C1)O)Cl